7-(8-ethyl-7-fluoro-3-hydroxynaphthalen-1-yl)-6,8-difluoro-2-(((2R,7aS)-2-fluorotetrahydro-1H-pyrrolizin-7a(5H)-yl)methoxy)quinazolin-4-ol C(C)C=1C(=CC=C2C=C(C=C(C12)C1=C(C=C2C(=NC(=NC2=C1F)OC[C@]12CCCN2C[C@@H](C1)F)O)F)O)F